CC1=NC2=CC=C(C=C2C=C1C1=CC=CC2=CC=CC=C12)C(=O)N 2-methyl-3-(naphthalen-1-yl)quinoline-6-carboxamide